ClC1=CC=C2C(=CNC2=C1F)C=O 6-chloro-7-fluoro-1H-indole-3-formaldehyde